5-oxo-2-(p-tolyl)oxazol O=C1C=NC(O1)C1=CC=C(C=C1)C